FC1(CC(CC(C1)N1C(=NC=2C=NC(=CC21)C2=NNC=N2)CC(C)C)N)F 3,3-difluoro-5-(2-isobutyl-6-(1H-1,2,4-triazol-3-yl)-1H-imidazo[4,5-c]pyridin-1-yl)cyclohexan-1-amine